CCCCCCCCCCCCCC(=O)OCC(CC)(COC(=O)CCCCCCCCCCCCC)COC(=O)CCCCCCCCCCCCC trimethylolpropane trimyristate